6-(1-methylpropyl)quinoline CC(CC)C=1C=C2C=CC=NC2=CC1